3-(2-hydroxyethyl)-8-pyrimidin-2-yl-1,3,8-triazaspiro[4.5]decane-2,4-dione OCCN1C(NC2(C1=O)CCN(CC2)C2=NC=CC=N2)=O